oxazepino[7,6-f]indazole N1N=CC2=CC3=C(C=C12)C=CC=NO3